FC1=C2NC(C=3N(C2=C(C(=C1)C1=C2C=CN(C2=CC=C1)CCOC)C)C(=NN3)C)(C)C 6-fluoro-8-[1-(2-methoxy-ethyl)-1H-indol-4-yl]-1,4,4,9-tetramethyl-5H-[1,2,4]triazolo[4,3-a]quinoxaline